(S)-4-(morpholinomethyl)-N2-(5-(5-phenyl-1,3,4-oxadiazol-2-yl)thiazol-2-yl)-N6-(piperidin-3-yl)pyridine-2,6-diamine O1CCN(CC1)CC1=CC(=NC(=C1)N[C@@H]1CNCCC1)NC=1SC(=CN1)C=1OC(=NN1)C1=CC=CC=C1